ClC1=CC=C(OC2=CC(=C(C=C2)C(CN2N=CN=C2)(CC)O)C(F)(F)F)C=C1 2-[4-(4-chlorophenoxy)-2-(trifluoromethyl)phenyl]-1-(1H-1,2,4-triazol-1-yl)butane-2-ol